ClC1=NC(=CC(=C1)C(O)(C1=NN=CN1C)C1CC1)C(F)(F)F (2-chloro-6-(trifluoromethyl)pyridin-4-yl)(cyclopropyl)(4-methyl-4H-1,2,4-triazol-3-yl)methanol